2-fluoro-3-(trifluoromethyl)benzyl alcohol FC1=C(CO)C=CC=C1C(F)(F)F